Cbz-cis-(1r,2s)-cyclohexanediamine C(=O)(OCC1=CC=CC=C1)[C@@H]1C(CCCC1)(N)N